(3S)-3-methylpyrrolidine-3-carbonitrile C[C@]1(CNCC1)C#N